THIENOPYRIMIDINE N1=CN=CC2=C1C=CS2